C(CCCCCCC\C=C/C\C=C/CCCCC)OCC(CN1CCOCC1)OCCCCCCCC\C=C/C\C=C/CCCCC 1,2-Di-linoleyloxy-3-morpholinopropane